CC=1NC2=C(C=C(C=C2C1)C=1C=NC=CC1)[N+](=O)[O-] 2-methyl-7-nitro-5-(pyridin-3-yl)-1H-indole